The molecule is the (7alpha,7'alpha,8alpha,8'alpha)-stereoisomer of syringaresinol. It has a role as an antineoplastic agent. It is an enantiomer of a (-)-syringaresinol. COC1=CC(=CC(=C1O)OC)[C@@H]2[C@H]3CO[C@@H]([C@H]3CO2)C4=CC(=C(C(=C4)OC)O)OC